C(C)OCC1=C(C=CC=C1)C1=CC=C(C=C1)COCC 2,4'-bis(ethoxymethyl)biphenyl